6-Bromo-7-methoxy-3-methylbenzo[d]oxazol-2(3H)-one BrC1=C(C2=C(N(C(O2)=O)C)C=C1)OC